CC(C[C@@H](C(=O)N[C@H](C(=O)N[C@H](C(=O)[C@@]1(OC1)C)CC(C)C)CC1=CC=CC=C1)NC[C@H](CCC1=CC=CC=C1)N(C(=O)C)C1CNCCO1)C (S)-4-methyl-N-((S)-1-(((S)-4-methyl-1-((R)-2-methyloxiran-2-yl)-1-oxopentan-2-yl)amino)-1-Oxo-3-phenylpropan-2-yl)-2-((S)-2-(2-morpholinylacetamino)-4-phenylbutylamino)-pentanamide